C(CCCCCCCCC)(=O)N[C@@H](CC(C)C)C(=O)O N-decanoyl-L-leucine